(2-bromophenyl)(phenyl)sulfane BrC1=C(C=CC=C1)SC1=CC=CC=C1